C(C1=CC=CC=C1)N(C(O)=O)[C@@H]1CN(CCC1)C([C@H](CC1=CC(=CC=C1)C#N)NS(=O)(=O)C1=CC=C(C=C1)C)=O.FC(C=1C=C(C=CC1)C=1C=CC=2N(N1)C(=CN2)C=2C=C(C=CC2)NC(C)=O)(F)F N-[3-[6-[3-(trifluoromethyl)phenyl]imidazo[1,2-b]pyridazin-3-yl]phenyl]acetamide Benzyl-((S)-1-((S)-3-(3-cyanophenyl)-2-((4-methylphenyl)sulfonamido)propanoyl)piperidin-3-yl)carbamate